[NH3+]CCCCCCN(S(=O)(=O)C1=CC=CC=C1)C1=C2C=C3CCC[N+]=4CCCC(=C2OC=2C=5CCCN6CCCC(=CC12)C56)C43 16-[N-(6-azaniumylhexyl)benzenesulfonamido]-3-oxa-9λ5,23-diazaheptacyclo[17.7.1.15,9.02,17.04,15.023,27.013,28]octacosa-1(27),2(17),4,9(28),13,15,18-heptaen-9-ylium